(3-iodopyrazolo[1,5-a]pyridin-5-yl)carbamic acid tert-butyl ester C(C)(C)(C)OC(NC1=CC=2N(C=C1)N=CC2I)=O